sodium (S)-3-(3'-methoxy-6-methylbiphenyl-3-yl)-3-(3-(1-methyl-4-oxido-2-oxo-1,2-dihydro pyridin-3-yl)ureido)propanoate COC=1C=C(C=CC1)C1=CC(=CC=C1C)[C@H](CC(=O)[O-])NC(=O)NC=1C(N(C=CC1[O-])C)=O.[Na+].[Na+]